N1=C(C=CC(=C1)NC(CCC(=O)N1C=2N(CCC1)N=C(C2)C)=O)C=2C=NC=CC2 N-([2,3'-bipyridin]-5-yl)-4-(2-methyl-6,7-dihydropyrazolo[1,5-a]pyrimidin-4(5H)-yl)-4-oxobutanamide